3-PYRIMIDIN-4-YLPYRIDIN N1=CN=C(C=C1)C=1C=NC=CC1